C(CC)S(=O)(=O)O.NC1=CC(=CC=C1)C m-toluidine propanesulfonate